tert-butyl (R)-2-benzyl-4-((R)-3-(4-((S)-2-cyclohexyl-2-(1-methyl-1H-pyrazole-5-carboxamido)acetamido)phenyl)-2-propionamidopropanoyl)piperazine-1-carboxylate C(C1=CC=CC=C1)[C@H]1N(CCN(C1)C([C@@H](CC1=CC=C(C=C1)NC([C@@H](NC(=O)C1=CC=NN1C)C1CCCCC1)=O)NC(CC)=O)=O)C(=O)OC(C)(C)C